ClCCOCCOCCOCCOCCOCCN(C1=CC=C(C=C1)C=1OC2=C(C(C1)=O)C=CC=1NC(=NC12)C)C 8-(4-((17-chloro-3,6,9,12,15-pentaoxaheptadecyl)(methyl)amino)phenyl)-2-methylchromeno[7,8-d]imidazol-6(3H)-one